ClC1=C(C(=CC=C1)F)NC(=O)C=1C(=NC(=NC1)SC)C N-(2-chloro-6-fluorophenyl)-4-methyl-2-(methylthio)pyrimidine-5-carboxamide